ClC=1C=CC2=C(N=C(S2)CN2C=C3C(C=C2)=NC(=N3)C=3C=NN(C3C)C)C1 5-chloro-2-((2-(1,5-dimethyl-1H-pyrazol-4-yl)-5H-imidazo[4,5-c]pyridin-5-yl)methyl)benzo[d]thiazole